methyl-beta-D-glucuronic acid C[C@]1(O)[C@H](O)[C@@H](O)[C@H](O)[C@H](O1)C(=O)O